C(C1=CC=CC=C1)OC(=O)C1CC(C1)O[Si](C1=CC=CC=C1)(C1=CC=CC=C1)C(C)(C)C 3-((tert-butyldiphenylsilyl)oxy)cyclobutanecarboxylic acid benzyl ester